N-[(2E)-3-{[4-(dimethylamino)phenyl](imino)oxo-λ6-sulfanyl}prop-2-en-1-yl]-2-oxo-1,2,5,6,7,8-hexahydroquinoline-3-carboxamide CN(C1=CC=C(C=C1)S(/C=C/CNC(=O)C=1C(NC=2CCCCC2C1)=O)(=O)=N)C